2-(1-((2-(3,5-dichlorophenyl)-6-((2-(6-fluoro-1,4-diazepan-1-yl)pyrimidin-5-yl)oxy)pyridin-4-yl)methyl)piperidin-4-yl)acetic acid ClC=1C=C(C=C(C1)Cl)C1=NC(=CC(=C1)CN1CCC(CC1)CC(=O)O)OC=1C=NC(=NC1)N1CCNCC(C1)F